7-((tert-Butyldimethylsilyl)oxy)-3-(4-(2-(2-(2,3-dihydro-4H-benzo[b][1,4]oxazin-4-yl)ethoxy)ethoxy)phenyl)-3,4-dihydro-2H-benzo[e][1,3]oxazin-2-one [Si](C)(C)(C(C)(C)C)OC1=CC2=C(CN(C(O2)=O)C2=CC=C(C=C2)OCCOCCN2C3=C(OCC2)C=CC=C3)C=C1